5-{6-[3-(ethylamino)pyrrolidin-1-yl]-1,8-naphthyridin-2-yl}-2,7-dimethylindazol-6-ol C(C)NC1CN(CC1)C=1C=C2C=CC(=NC2=NC1)C1=CC2=CN(N=C2C(=C1O)C)C